2-[3,3-dimethyl-4-(6-oxo-1H-pyridine-3-carbonyl)piperazin-1-yl]-N-[6-(4-fluorophenoxy)pyridazin-3-yl]propanamide CC1(CN(CCN1C(=O)C1=CNC(C=C1)=O)C(C(=O)NC=1N=NC(=CC1)OC1=CC=C(C=C1)F)C)C